[Cl-].C(CCC)N1CN(C=C1)C 1-BUTYL-3-METHYLIMIDAZOLE CHLORIDE